tert-butyl 4-(4-(3-amino-6-(2-(methoxymethoxy)phenyl)pyridazin-4-yl)-5-fluoro-1H-pyrazol-1-yl)piperidine-1-carboxylate NC=1N=NC(=CC1C=1C=NN(C1F)C1CCN(CC1)C(=O)OC(C)(C)C)C1=C(C=CC=C1)OCOC